DL-selenocysteine N[C@@H](C[SeH])C(=O)O |r|